rac-(exo)-6-amino-3-azabicyclo[3.1.0]hexane-3-carboxylic acid tert-butyl ester C(C)(C)(C)OC(=O)N1CC2C(C2C1)N